NC=1NC(C=2N=CN(C2N1)[C@@H]1O[C@@]([C@H](C1(F)F)O)(CO)F)=O 2-amino-9-((2R,4R,5S)-3,3,5-trifluoro-4-hydroxy-5-(hydroxymethyl)tetrahydrofuran-2-yl)-1,9-dihydro-6H-purin-6-one